1,2-butenediol C(=C(CC)O)O